8-bromo-7-fluoro-1-methylquinolin-2(1H)-one BrC=1C(=CC=C2C=CC(N(C12)C)=O)F